(trihexyl)(tetradecyl)phosphonium chloride [Cl-].C(CCCCC)[P+](CCCCCCCCCCCCCC)(CCCCCC)CCCCCC